COC1=NC=CC(=C1)C=1N=C(N2C1[C@H](N(CC2)C(=O)C2=CC=C(C=C2)F)C)C2=NC(=NS2)C (R)-(1-(2-methoxypyridine-4-yl)-8-methyl-3-(3-methyl-1,2,4-thiadiazol-5-yl)-5,6-dihydroimidazo[1,5-a]pyrazine-7(8H)-yl)(4-fluorophenyl)methanone